C1(CC1)C=1C=NN(C1CO[C@H]1[C@@H]2CN([C@H](C1)C2)C2=CC(=C(C(=O)O)C=C2)F)C2=C(C=CC=C2Cl)Cl 4-[(1S,4S,5R)-5-{[4-cyclopropyl-1-(2,6-dichlorophenyl)-1H-pyrazol-5-yl]methoxy}-2-azabicyclo[2.2.1]heptan-2-yl]-2-fluorobenzoic acid